Acetic acid 2-((R)-3-tert-butoxycarbonylamino-pyrrolidin-1-yl)-3-fluoro-benzyl ester C(C)(C)(C)OC(=O)N[C@H]1CN(CC1)C1=C(COC(C)=O)C=CC=C1F